1-isopropyl-2,3-dihydroquinazolin-4(1H)-one C(C)(C)N1CNC(C2=CC=CC=C12)=O